5-[(3-bromophenyl)-cyclobutyl-methyl]-4-methyl-1,2,4-triazole-3-thiol BrC=1C=C(C=CC1)C(C=1N(C(=NN1)S)C)C1CCC1